2-(1-cyclopropyl-1H-pyrazol-4-yl)-N-[(dimethylamino)methylidene]-5-nitrobenzenesulfonamide C1(CC1)N1N=CC(=C1)C1=C(C=C(C=C1)[N+](=O)[O-])S(=O)(=O)N=CN(C)C